2-(4-(bis(butyl)methyl)-2-methoxyphenoxy)-1-(4-p-toluenesulfonylpiperazin-1-yl)ethane-1-one C(CCC)C(C1=CC(=C(OCC(=O)N2CCN(CC2)S(=O)(=O)C2=CC=C(C)C=C2)C=C1)OC)CCCC